2-(3-ethylpentanoylamino)-4-[2-[(6-methyl-3-pyridyl)oxy]ethyl-[4-(5,6,7,8-tetrahydro-1,8-naphthyridin-2-yl)butyl]amino]butanoic acid C(C)C(CC(=O)NC(C(=O)O)CCN(CCCCC1=NC=2NCCCC2C=C1)CCOC=1C=NC(=CC1)C)CC